NC1=C(C2=C(N=C(N=C2)C)N1C1=C(C(=CC(=C1C)OC)F)C)C#N 6-amino-7-(3-fluoro-5-methoxy-2,6-dimethyl-phenyl)-2-methyl-pyrrolo[2,3-d]pyrimidine-5-carbonitrile